tert-butyl ((3S,4S)-3-(dimethylamino)-3'-(1-methyl-1H-pyrazol-5-yl)-2,3,4,5-tetrahydro-[1,1'-biphenyl]-4-yl)carbamate CN([C@H]1CC(=CC[C@@H]1NC(OC(C)(C)C)=O)C1=CC(=CC=C1)C1=CC=NN1C)C